methyl-(5s,7as)-5-(((tert-butyldiphenylsilyl)oxy)methyl)-2-methylenetetrahydro-1H-pyrrolizine CC1C(CN2[C@@H](CC[C@@H]12)CO[Si](C1=CC=CC=C1)(C1=CC=CC=C1)C(C)(C)C)=C